2-[4-(1,2,3,6-tetrahydropyridin-4-yl)-6-(4-hydroxypiperidin-1-yl)pyrimidin-2-ylamino]-4-methylthiazole-5-carboxylic acid ethyl ester C(C)OC(=O)C1=C(N=C(S1)NC1=NC(=CC(=N1)C=1CCNCC1)N1CCC(CC1)O)C